CC/C=C\\C/C=C\\C[C@@H](/C=C/C=C\\C=C\\[C@H](C/C=C\\CCC(=O)O)OO)OO The molecule is a docosanoid that is (4Z,8E,10Z,12E,16Z,19Z)-docosahexaenoic acid carrying two hydroperoxy substituents at the 7S- and 14S-positions. It has a role as a human xenobiotic metabolite. It is a docosanoid, a hydroperoxy fatty acid, a lipid hydroperoxide and a long-chain fatty acid. It derives from an all-cis-docosa-4,7,10,13,16,19-hexaenoic acid.